N-(4-(4-(2-isopropoxyethyl)piperazin-1-yl)pyridin-2-yl)-6-(1H-pyrazol-4-yl)benzo[d]thiazol-2-amine C(C)(C)OCCN1CCN(CC1)C1=CC(=NC=C1)NC=1SC2=C(N1)C=CC(=C2)C=2C=NNC2